ClC=1C=C(C(=NC1)C1(C=C(C(C2(CC2)C1)=O)C#N)OC)F 7-(5-chloro-3-fluoropyridin-2-yl)-7-methoxy-4-oxospiro[2.5]oct-5-ene-5-carbonitrile